methylammonium tetrakis-(pentafluorophenyl)borate FC1=C(C(=C(C(=C1[B-](C1=C(C(=C(C(=C1F)F)F)F)F)(C1=C(C(=C(C(=C1F)F)F)F)F)C1=C(C(=C(C(=C1F)F)F)F)F)F)F)F)F.C[NH3+]